[Si](C)(C)(C(C)(C)C)O[C@@H]1CC[C@@]2([C@H]3CC[C@@]4([C@H](CC[C@H]4[C@@H]3CCC2C1)[C@@H](CCC(=O)O)C)C)C (4R)-4-((3R,8R,9S,10S,13R,14S,17R)-3-((tert-butyldimethylsilyl)oxy)-10,13-dimethylhexadecahydro-1H-cyclopenta[a]phenanthren-17-yl)pentanoic acid